ON1C(CCC1=O)=O 4-N-hydroxysuccinimide